7-methyl-N-(3-(1-methyl-4-(4-methyl-4H-1,2,4-triazol-3-yl)-1H-pyrazol-5-yl)phenyl)-4-(((S)-3-methylpiperidin-1-yl)methyl)-6,7-dihydro-5H-cyclopenta[b]pyridine-2-carboxamide CC1CCC=2C1=NC(=CC2CN2C[C@H](CCC2)C)C(=O)NC2=CC(=CC=C2)C2=C(C=NN2C)C2=NN=CN2C